(fluoro(2-(((3S,6S,9aS)-5-oxo-3-(3-(4-phenoxypyridin-3-yl)azetidine-1-carbonyl)octahydro-1H-pyrrolo[1,2-a]azepin-6-yl)carbamoyl)benzo[b]thiophen-5-yl)methyl)phosphonic acid FC(C1=CC2=C(SC(=C2)C(N[C@H]2CCC[C@@H]3N(C2=O)[C@@H](CC3)C(=O)N3CC(C3)C=3C=NC=CC3OC3=CC=CC=C3)=O)C=C1)P(O)(O)=O